ON1C(NC2=C(C=CC=C2C1=O)S(=O)(=O)C=1C=C(C=CC1)NC(C)=O)=O N-(3-((3-hydroxy-2,4-dioxo-1,2,3,4-tetrahydroquinazolin-8-yl)sulfonyl)phenyl)acetamide